BrC1=CC=CC=2C(=C(OC21)C#N)CC(F)(F)F 7-bromo-3-(2,2,2-trifluoroethyl)benzofuran-2-carbonitrile